C1(CC1)O[C@@H](C=1C=C(C=CC1)N1C(C2=CC(=CC(=C2C1)C(F)(F)F)CNC1(CCC1)C)=O)C1=NN=CN1C (S)-2-(3-(cyclopropoxy(4-methyl-4H-1,2,4-triazol-3-yl)methyl)phenyl)-6-(((1-methylcyclobutyl)amino)methyl)-4-(trifluoromethyl)isoindolin-1-one